2-(4-Trifluoromethoxyphenyl)-1H-benzo[d]imidazole FC(OC1=CC=C(C=C1)C1=NC2=C(N1)C=CC=C2)(F)F